methyl 2-(2,5-dimethylpyrrol-1-yl)-1-methyl-benzimidazole-5-carboxylate CC=1N(C(=CC1)C)C1=NC2=C(N1C)C=CC(=C2)C(=O)OC